NC1=NC(=NN2C1=NC=C2CC=2C=C(C(=NC2)N2CCN(CC2)C(CCC(=O)NC)=O)C)OCCCC (2-(4-(5-((4-amino-2-butoxyimidazo[2,1-f][1,2,4]triazin-7-yl)methyl)-3-methylpyridin-2-yl)piperazin-1-yl)-2-oxoethyl)-N-methylacetamide